racemic-N-(6-bromo-7-chloroisoquinolin-3-yl)-2,2-dimethyltetrahydrofuran-3-carboxamide BrC=1C=C2C=C(N=CC2=CC1Cl)NC(=O)[C@H]1C(OCC1)(C)C |r|